FC1(CCC(CC1)C1=NC=CC(=C1NC(C1=CN=C(C(=C1)F)OC(C)C)=O)C1=NC=CC=C1F)F N-(2'-(4,4-difluorocyclohexyl)-3-fluoro-[2,4'-bipyridine]-3'-yl)-5-fluoro-6-isopropoxynicotinamide